FC(C=1C=NC(=NC1)C1=NOC(=N1)C12CCC(CC1)(CC2)CNC(OCCCC)=O)(F)F butyl [(4-{3-[5-(trifluoromethyl)pyrimidin-2-yl]-1,2,4-oxadiazol-5-yl}bicyclo[2.2.2]octan-1-yl)methyl]carbamate